ClC1=NC(=C2N=CN(C2=N1)C)NCC1=CC(=CC=C1)I 2-chloro-N6-(3-iodobenzyl)-9-methyladenine